(3-Chloro-2,4-dimethyl-5,7-dihydropyrrolo[3,4-b]pyridin-6-yl)-[(3R)-1-[5-(trifluoromethyl)pyrazin-2-yl]pyrrolidin-3-yl]methanon ClC=1C(=C2C(=NC1C)CN(C2)C(=O)[C@H]2CN(CC2)C2=NC=C(N=C2)C(F)(F)F)C